N-(2-(4,6-bis(methoxy-d3)pyrimidin-5-yl)-1-(methyl-d3)-1H-pyrrolo[2,3-c]pyridin-5-yl)-2-fluorocyclopropane-1-carboxamide C(OC1=NC=NC(=C1C1=CC=2C(=CN=C(C2)NC(=O)C2C(C2)F)N1C([2H])([2H])[2H])OC([2H])([2H])[2H])([2H])([2H])[2H]